BrC=1C(=NN(C1)C1=CC=C(C=N1)NC(OC(C)(C)C)=O)OC Tert-Butyl N-[6-(4-Bromo-3-Methoxy-Pyrazol-1-yl)-3-Pyridyl]Carbamate